tert-butyl (2-oxo-oxazolidine-3-carboxylate) O=C1OCCN1C(=O)OC(C)(C)C